3-(3-(4-(Chloromethyl)phenyl)-5-(pyrrolidin-1-yl)-3H-imidazo[4,5-b]pyridin-2-yl)pyridin-2-amine ClCC1=CC=C(C=C1)N1C(=NC=2C1=NC(=CC2)N2CCCC2)C=2C(=NC=CC2)N